Tert-butyl (S)-3-methyl-4-(4-((3-methyl-4-((1-methyl-1H-benzo[d]imidazol-5-yl)methyl)phenyl)amino)quinazolin-6-yl)piperazine-1-carboxylate C[C@H]1CN(CCN1C=1C=C2C(=NC=NC2=CC1)NC1=CC(=C(C=C1)CC1=CC2=C(N(C=N2)C)C=C1)C)C(=O)OC(C)(C)C